CC1C(=NNC(C1)=O)C=1C=C2CCC=NC2=C(C1)C=1SC=CN1 6-(4-methyl-6-oxo-1,4,5,6-tetrahydropyridazin-3-yl)-8-(thiazol-2-yl)-3,4-dihydroquinolin